C1(CC1)ON1CCCC1 cyclopropoxypyrrolidin